3-(benzyloxy)isonicotinonitrile C(C1=CC=CC=C1)OC1=C(C#N)C=CN=C1